C(#C)C1=CC=C(S1)C1=NC(=NC(=N1)C=1SC(=CC1)C#C)C=1SC(=CC1)C#C 2,4,6-tris(5-ethynylthiophen-2-yl)-1,3,5-triazine